2-[3'-tert-butyl-2'-hydroxy-5'-(3''-methacryloyloxypropoxy)phenyl]-5-chloro-benzotriazole C(C)(C)(C)C=1C(=C(C=C(C1)OCCCOC(C(=C)C)=O)N1N=C2C(=N1)C=CC(=C2)Cl)O